2-(6-((1-hydroxy-2-methylpropan-2-yl)amino)pyridazin-3-yl)-3-methyl-5-(trifluoromethyl)phenol OCC(C)(C)NC1=CC=C(N=N1)C1=C(C=C(C=C1C)C(F)(F)F)O